tertiary butylaminopropyl methacrylate C(C(=C)C)(=O)OCCCNC(C)(C)C